ClC=1C=C(OC2=C3C([C@H](C3=C(C=C2)C(F)(F)F)O)(F)F)C=C(C1)F (S)-2-(3-chloro-5-fluorophenoxy)-8,8-difluoro-5-trifluoromethylbicyclo[4.2.0]octa-1,3,5-trien-7-ol